5-(1-(2,2,2-trifluoroacetoxy)cyclopropyl)tetrahydrofuran-2,3-diyl diacetate C(C)(=O)OC1OC(CC1OC(C)=O)C1(CC1)OC(C(F)(F)F)=O